4-bromo-1-methyl-6-(tetrahydropyran-4-ylmethyl)pyrazolo[3,4-c]Pyridin-7-one BrC=1C2=C(C(N(C1)CC1CCOCC1)=O)N(N=C2)C